N(=[N+]=[N-])[C@H]1[C@@H](CC[C@H](C2=NC=CC=C21)OC(=O)N2CCC(CC2)N2C(NC1=NC=CC=C12)=O)C1=C(C(=CC=C1)F)F (5S,6S,9R)-4-(2-oxo-2,3-dihydro-1H-imidazo[4,5-b]pyridin-1-yl)piperidine-1-carboxylic acid 5-azido-6-(2,3-difluorophenyl)-6,7,8,9-tetrahydro-5H-cyclohepta[b]pyridin-9-yl ester